((R)-3-aminopiperidin-1-yl)(7-methoxy-1-methyl-2-(6-(tetrahydrofuran-3-yl)-6H-thieno[2,3-b]pyrrol-5-yl)-1H-benzo[d]imidazol-5-yl)methanone N[C@H]1CN(CCC1)C(=O)C1=CC2=C(N(C(=N2)C2=CC3=C(N2C2COCC2)SC=C3)C)C(=C1)OC